1-{6-[(1-methylpiperidin-4-yl)oxy]pyridin-2-yl}-6-[(2-methylpyridin-4-yl)amino]-2-(prop-2-en-1-yl)-1H,2H,3H-pyrazolo[3,4-d]pyrimidin-3-one CN1CCC(CC1)OC1=CC=CC(=N1)N1N(C(C=2C1=NC(=NC2)NC2=CC(=NC=C2)C)=O)CC=C